CN1C=2C=NC(=NC2N(CC1=O)C1=CC=NC=C1C(=O)N)C1=NC(=CC=C1)C 4-(5-methyl-2-(6-methylpyridin-2-yl)-6-oxo-6,7-dihydropteridin-8(5H)-yl)nicotinamide